BrC1=C(C#N)C=CN=C1C(F)(F)F 3-bromo-2-(trifluoromethyl)isonicotinonitrile